NC1=NN2C(N=C(C=C2)C([2H])F)=C1C(=O)N[C@@H](C)C=1N(C(C2=C(C=CC=C2C1)C#CC=1C=NN(C1)C)=O)C1=CC=CC=C1 2-amino-5-(fluoromethyl-d)-N-((S)-1-(8-((1-methyl-1H-pyrazol-4-yl)ethynyl)-1-Oxo-2-phenyl-1,2-dihydroisoquinolin-3-yl)ethyl)pyrazolo[1,5-a]pyrimidine-3-carboxamide